5-(4-methylphenyl)-1H-pyrrole-3-carbonitrile CC1=CC=C(C=C1)C1=CC(=CN1)C#N